Cyclopropyl-benzenesulfonamide C1(CC1)C1=C(C=CC=C1)S(=O)(=O)N